1-((tert-butyldiphenylsilyl)oxy)-2-methylpropan-2-yl-7H-spiro[benzo[d]thiazole-6,4'-piperidine]-1'-carboxylate [Si](C1=CC=CC=C1)(C1=CC=CC=C1)(C(C)(C)C)OCC(C)(C)OC(=O)N1CCC2(CC1)CC1=C(N=CS1)C=C2